ClC=1C=C(C2=C(N(C=N2)C2=CC=CC=C2)C1)C 6-chloro-4-methyl-1-phenyl-1H-benzo[d]imidazole